Nitroso-L-Proline N(=O)N1[C@@H](CCC1)C(=O)O